(1S,2R)-N-[3-(3,5-dimethylisoxazol-4-yl)-4-(2-pyrrolidin-1-ylethoxy)phenyl]-2-fluoro-cyclopropanecarboxamide CC1=NOC(=C1C=1C=C(C=CC1OCCN1CCCC1)NC(=O)[C@H]1[C@@H](C1)F)C